OC[C@@H]1C[C@H](NC1)C(=O)O (2s,4R)-4-(HYDROXYMETHYL)PYRROLIDINE-2-CARBOXYLIC ACID